N4-(4-(2-amino-5-methylpyrimidin-4-yl)phenyl)-N2-(furan-3-ylmethyl)pyrimidine-2,4-diamine NC1=NC=C(C(=N1)C1=CC=C(C=C1)NC1=NC(=NC=C1)NCC1=COC=C1)C